6-(2,6-difluoro-3,5-bis(methoxy-d3)phenyl)-1-(4-(methoxy-d3)benzyl)-3-(1-methyl-4-nitro-1H-pyrazol-5-yl)-4,5,6,7-tetrahydro-1H-indazole FC1=C(C(=C(C=C1OC([2H])([2H])[2H])OC([2H])([2H])[2H])F)C1CCC=2C(=NN(C2C1)CC1=CC=C(C=C1)OC([2H])([2H])[2H])C1=C(C=NN1C)[N+](=O)[O-]